diisopropyl ((4-((4-hydroxynaphthalen-1-yl) methyl)-3,5-dimethylphenoxy) methyl) phosphate P(=O)(OC(C)C)(OC(C)C)OCOC1=CC(=C(C(=C1)C)CC1=CC=C(C2=CC=CC=C12)O)C